1,4-diazabicyclo[2.2.2]octan-1-ium trifluoroacetate FC(C(=O)[O-])(F)F.[NH+]12CCN(CC1)CC2